ClC1=CC(=C2C=NNC2=C1)N1CC2C(C1)CN(C2(C)C)C(=O)C2CC2 (5-(6-chloro-1H-indazol-4-yl)-1,1-dimethylhexahydro-pyrrolo[3,4-c]pyrrol-2(1H)-yl)(cyclopropyl)methanone